((8-((3-bromo-2-methylphenyl)amino)-1,7-naphthyridin-3-yl)methyl)propan-2-ol BrC=1C(=C(C=CC1)NC=1N=CC=C2C=C(C=NC12)CCC(C)O)C